ClC1=C(C=CC=C1)[C@H]1N(C(C2=CC=CC=C12)=O)C1=C(C(=O)N[C@H](C)\C=C\S(=O)(=O)C)C=CC=C1 ((S)-1-(2-Chlorophenyl)-3-oxoisoindolin-2-yl)-N-((R,E)-4-(methylsulfonyl)but-3-en-2-yl)benzamide